N[C@@H](CC(=O)OCC)C1=CC(=CC=C1)C1=NC(=CC=C1)OC ethyl (S)-3-amino-3-(3-(6-methoxypyridin-2-yl)phenyl)propanoate